(1R,3R,5R)-2-((2-(difluoromethyl)-4-pyridinyl)carbonyl)-N-((R)-(2-fluoro-4-(trifluoromethyl)phenyl)(3-oxetanyl)methyl)-2-azabicyclo[3.1.0]hexane-3-carboxamide FC(C1=NC=CC(=C1)C(=O)N1[C@@H]2C[C@@H]2C[C@@H]1C(=O)N[C@H](C1COC1)C1=C(C=C(C=C1)C(F)(F)F)F)F